4-[(2R)-3-(3,4-dihydro-1H-isoquinolin-2-yl)-2-hydroxy-propyl]-2,3-dihydropyrido[4,3-f][1,4]oxazepin-5-one C1N(CCC2=CC=CC=C12)C[C@H](CN1CCOC2=C(C1=O)C=CN=C2)O